1-(3-amino-4-methylthiophen-2-yl)ethanone NC1=C(SC=C1C)C(C)=O